1-(methylsulfonyl)-N-(2,2,2-trifluoroethyl)azetidine-3-carboxamide CS(=O)(=O)N1CC(C1)C(=O)NCC(F)(F)F